2-methoxy-6-methyl-2,5-octadiene COC(C)=CCC=C(CC)C